NC=1C2=C(N=CN1)N(C=C2C=2SC1=C(C2)C=C(C=C1OC)C)C1CN(C1)C(=O)C(C#N)=CC1CC1 2-(3-(4-amino-5-(7-methoxy-5-methylbenzothien-2-yl)-7H-pyrrolo[2,3-d]pyrimidin-7-yl)azetidine-1-carbonyl)-3-cyclopropylacrylonitrile